C1(CC1)C=1C(=C(CC2CC3(CNC3)C2)C=CC1)C 6-(3-Cyclopropyl-2-methylbenzyl)-2-azaspiro[3.3]heptan